3-Methyl-2-(6-trifluoromethoxy-benzothiazol-2-ylamino)-3H-imidazo[4,5-b]pyridine-6-carboxylic acid ethylamide C(C)NC(=O)C=1C=C2C(=NC1)N(C(=N2)NC=2SC1=C(N2)C=CC(=C1)OC(F)(F)F)C